C(OCN1C(NC(C(=C1)F)=O)=O)(OC1=CC=C(C=C1)CC1CCN(CC1)C1=CC=C(C=C1)CCC)=O (5-fluoro-2,4-dioxo-3,4-dihydropyrimidin-1(2H)-yl)methyl (4-((1-(4-propylphenyl)piperidin-4-yl)methyl)phenyl) carbonate